2-FLUORO-5-HYDROXYPYRIDINE-4-BORONIC ACID FC1=NC=C(C(=C1)B(O)O)O